tert-Butyl (R)-4-((S)-10-((4-cyclopropyl-6-oxopyrimidin-1(6H)-yl)methyl)-10-hydroxy-7-azaspiro[4.5]decane-7-carbonyl)-3-phenylpiperazine-1-carboxylate C1(CC1)C=1N=CN(C(C1)=O)C[C@@]1(CCN(CC12CCCC2)C(=O)N2[C@@H](CN(CC2)C(=O)OC(C)(C)C)C2=CC=CC=C2)O